N,N-bis(3-methoxybenzyl)-4-((2-(2-((3-methoxybenzyl)oxy)ethoxy)ethoxy)methyl)thiazol-2-amine COC=1C=C(CN(C=2SC=C(N2)COCCOCCOCC2=CC(=CC=C2)OC)CC2=CC(=CC=C2)OC)C=CC1